C(C)(C)(C)OC(=O)N1CCN(CC1)C1=NC=C(C=C1)C1N(CCC1)C(=O)OC(C)(C)C 4-(5-(1-(tert-butoxycarbonyl)pyrrolidin-2-yl)pyridin-2-yl)piperazine-1-carboxylic acid tert-butyl ester